C(C1=CC=CC=C1)N1CC[C@H](CCC1)C=1C=C2CN(C(C2=CC1)=O)C1C(NC(CC1)=O)=O 3-(5-((S)-1-benzylazepan-4-yl)-1-oxoisoindolin-2-yl)piperidine-2,6-dione